((((6-bromoquinolin-7-yl)methyl)amino)methyl)cyclopropane-1-ol BrC=1C=C2C=CC=NC2=CC1CNCC1(CC1)O